BrC1=C2C=CC=NC2=C(C(=C1)Cl)C 5-bromo-7-chloro-8-methyl-quinoline